diethanolamine mesylate S(C)(=O)(=O)O.N(CCO)CCO